COC=C 2-methoxyethylene